(R)-2-amino-1-(7,8-dichloro-1-methyl-3,4-dihydropyrazino[1,2-b]indazol-2(1H)-yl)ethan-1-one NCC(=O)N1[C@@H](C=2N(N=C3C(=C(C=CC23)Cl)Cl)CC1)C